6-fluoro-5-(4-fluoro-1-(2-fluoroethyl)-2-methyl-1H-benzo[d]imidazol-6-yl)-N-((3R,4S)-3-fluoro-1-(oxetan-3-yl)piperidin-4-yl)-4-methoxypyrrolo[2,1-f][1,2,4]triazin-2-amine FC=1C(=C2C(=NC(=NN2C1)N[C@@H]1[C@@H](CN(CC1)C1COC1)F)OC)C=1C=C(C2=C(N(C(=N2)C)CCF)C1)F